4-((3-fluoropropyl)(4-(5,6,7,8-tetrahydro-1,8-naphthyridin-2-yl)butyl)amino)butanoic acid FCCCN(CCCC(=O)O)CCCCC1=NC=2NCCCC2C=C1